pyrimidin-2-yl-1,2,4-triazol N1=C(N=CC=C1)C1=NNC=N1